CC(C(C(=O)[O-])=C(CCOC(NCCCCCCNC(OCCC=C(C(=O)[O-])C)=O)=O)C)C Trimethyl-4,13-dioxo-3,14-dioxa-5,12-diaza-hexadecan-1,16-diylbismethacrylat